3-phenyldibenzo[b,d]thiophen-4-amine C1(=CC=CC=C1)C=1C=CC2=C(SC3=C2C=CC=C3)C1N